2-(2,2,2-trifluoro-1-hydroxyethyl)1H-pyrrole-2-carboxylic acid FC(C(O)C1(NC=CC1)C(=O)O)(F)F